N1(N=CC=C1)CC1=CC2=C(C(=NO2)NS(=O)(=O)C2=CC(=CC=C2)NC2CCNCC2)C(=C1)OC N-(6-((1H-Pyrazol-1-yl)methyl)-4-methoxybenzo[d]isoxazol-3-yl)-3-(piperidin-4-ylamino)benzenesulfonamide